5-[3-(methoxymethoxy)-4-(4,4,5,5-tetramethyl-1,3,2-dioxaborolan-2-yl)phenyl]-2-methylpyridine COCOC=1C=C(C=CC1B1OC(C(O1)(C)C)(C)C)C=1C=CC(=NC1)C